C(CC(C)C)OC(CCC(=O)OCCC(C)C)C isopentyl 4-(isopentyloxy)pentanoate